ClC1=CC(=NC=C1)C1(CC1)C#N 1-(4-chloro-pyridin-2-yl)cyclopropanecarbonitrile